C1[C@H]([C@@H]([C@@H](C(O1)N)O)O)O The molecule is a hexosamine that is D-lyxopyranose in which the anomeric hydroxy group has been replaced by an amino group It has a role as a plant metabolite. It derives from a D-lyxopyranose.